FC=1C=C2C(=NC=NC2=CC1)NC1=CC=C(C=C1)[N+](=O)[O-] 6-fluoro-N-(4-nitrophenyl)quinazolin-4-amine